N,N,N-tributylbutan-1-aminium iodide CCCC[N+](CCCC)(CCCC)CCCC.[I-]